1,3-bis(phenylamino)hexafluoropropane C1(=CC=CC=C1)NC(C(C(NC1=CC=CC=C1)(F)F)(F)F)(F)F